N=1NN=NC1CC=1N=NN(N1)CC1=CC=C(C=C1)C1=CC=C(C=C1)C(=O)NC=1C=CC=C2C=CC=C(C12)C(=O)O 8-[4'-({5-[(2H-1,2,3,4-tetrazol-5-yl)methyl]-2H-1,2,3,4-tetrazol-2-yl}methyl)-[1,1'-biphenyl]-4-amido]naphthalene-1-carboxylic acid